2,7-dibromo-9-ethyl-9H-carbazole BrC1=CC=2N(C3=CC(=CC=C3C2C=C1)Br)CC